ClC1=NC=NC2=CC(=C(C=C12)[N+](=O)[O-])OCCOC 4-chloro-7-(2-methoxyethoxy)-6-nitroquinazoline